FC=1C=C2C(CC(OC2=C(C1O)F)(C)C)=O 6,8-difluoro-7-hydroxy-2,2-dimethylchroman-4-one